C1(=CC=CC=C1)S(=O)(=O)C1=C(C=CC(=C1)S(=O)(=O)C1=CC=CC=C1)O 2,4-bis(benzenesulfonyl)phenol